FC=1C=C2C(C(NC2=C(C1)F)=O)=O 5,7-difluoroindoline-2,3-dione